N1=CN=C(C2=C1NC=C2)C=2C=NN(C2)C2(CN(C2)C2CCN(CC2)C(=O)C=2SC=C(N2)C(F)(F)F)CC#N [3-[4-(7H-Pyrrolo[2,3-d]pyrimidin-4-yl)-1H-pyrazol-1-yl]-1-(1-{[4-(trifluoromethyl)-1,3-thiazol-2-yl]carbonyl}piperidin-4-yl)azetidin-3-yl]acetonitrile